tert-Butyl 2-(2-fluoro-4-(trifluoromethyl)benzyl)-2,6-diazaspiro[3.4]octane-6-carboxylate FC1=C(CN2CC3(C2)CN(CC3)C(=O)OC(C)(C)C)C=CC(=C1)C(F)(F)F